4-(3-(tert-butyl(methyl)amino)-3-methylpyrrolidin-1-yl)-3-chloro-N-(2,4-dimethoxybenzyl)-2,6-difluoro-N-(6-fluoropyridin-2-yl)benzenesulfonamide C(C)(C)(C)N(C1(CN(CC1)C1=C(C(=C(C(=C1)F)S(=O)(=O)N(C1=NC(=CC=C1)F)CC1=C(C=C(C=C1)OC)OC)F)Cl)C)C